C1(=CC=CC=C1)C(C(C(C)=O)S(=O)(=O)C1=CC=C(C)C=C1)=O 1-phenyl-2-(p-toluenesulfonyl)butane-1,3-dione